4-cyclopropyl-N-(2,2-dicyclopropyl-1-(5-((2-oxo-4-(trifluoromethyl)-imidazolidin-1-yl)methyl)-benzo[d]oxazol-2-yl)ethyl)isoxazole-3-carboxamide C1(CC1)C=1C(=NOC1)C(=O)NC(C(C1CC1)C1CC1)C=1OC2=C(N1)C=C(C=C2)CN2C(NC(C2)C(F)(F)F)=O